C(C)N1CC2(CN(C2)CCCOC2=C(C=C3C(=NC=NC3=C2)C2=CC=C(C=C2)NC(CC2=CC=C(C=C2)C(F)(F)F)=O)OC)C1 N-(4-(7-(3-(6-ethyl-2,6-diazaspiro[3.3]heptan-2-yl)propoxy)-6-methoxyquinazolin-4-yl)phenyl)-2-(4-(trifluoromethyl)phenyl)acetamide